4-[(6-methyl-2-pyridyl)sulfonimidoyl]benzoic Acid CC1=CC=CC(=N1)S(=O)(=N)C1=CC=C(C(=O)O)C=C1